6-(t-Butoxycarbonyl)-6-azaspiro[3.4]octane-2-carboxylic acid C(C)(C)(C)OC(=O)N1CC2(CC(C2)C(=O)O)CC1